methyl 2-((4-(trifluoromethyl)phenyl)amino)-5,6-dihydro-4H-pyrrolo[1,2-b]pyrazole-3-carboxylate FC(C1=CC=C(C=C1)NC=1C(=C2N(N1)CCC2)C(=O)OC)(F)F